ethyl 3-((2-chloro-3-fluorophenyl) amino)-2,2-difluoropropanoate ClC1=C(C=CC=C1F)NCC(C(=O)OCC)(F)F